ClC1=C(C(=O)NC=2OC(=NN2)C)C=CC(=C1[S@](=O)C1CC1)C(F)(F)F |r| 2-Chloro-N-(5-methyl-1,3,4-oxadiazol-2-yl)-3-[(rac)-cyclopropylsulfinyl]-4-(trifluoromethyl)benzamid